methyl 2-(4-cyclopropyl-6-methoxy-pyrimidin-5-yl)-6-methylsulfonyl-pyrimidine-4-carboxylate C1(CC1)C1=NC=NC(=C1C1=NC(=CC(=N1)C(=O)OC)S(=O)(=O)C)OC